COC=1C=C(C(=O)N2CCC3(CC(C3)C#CC3=C4CN(C(C4=CC=C3)=O)C3C(NC(CC3)=O)=O)CC2)C=CC1[N+](=O)[O-] 3-(4-{2-[7-(3-methoxy-4-nitrobenzoyl)-7-azaspiro[3.5]nonan-2-yl]ethynyl}-1-oxo-3H-isoindol-2-yl)piperidine-2,6-dione